tert-butyl 3-[(3aR,6R,6aS)-6-[5-(4-benzyl-1,3-thiazol-2-yl)-2-chloropyrrolo[2,3-d]pyrimidin-7-yl]-2,2-dimethyl-tetrahydro-3aH-cyclopenta[d][1,3]dioxol-4-yl]piperidine-1-carboxylate C(C1=CC=CC=C1)C=1N=C(SC1)C1=CN(C=2N=C(N=CC21)Cl)[C@@H]2CC([C@@H]1[C@H]2OC(O1)(C)C)C1CN(CCC1)C(=O)OC(C)(C)C